ClC1=C2C=NN(C2=C(C=C1)C(=O)NC1CC2(CCC2)C1)CC1=CC2=CC=CC=C2C=C1 6-(4-Chloro-1-(naphthalin-2-ylmethyl)-1H-indazol-7-carboxamido)spiro[3.3]heptan